N1CCC(=CC1)C=1N=CC(=NC1)NC(=O)C12CC(C1)(C2)C(=O)NC2=CC=C(C=C2)CN bicyclo[1.1.1]pentane-1,3-dicarboxylic acid (4-aminomethyl-phenyl)-amide [5-(1,2,3,6-tetrahydro-pyridin-4-yl)-pyrazin-2-yl]-amide